4-[2-(2-azaspiro[3.3]heptan-6-yl)ethylamino]-2-(2,6-dioxo-3-piperidyl)isoindoline-1,3-dione C1NCC12CC(C2)CCNC2=C1C(N(C(C1=CC=C2)=O)C2C(NC(CC2)=O)=O)=O